FC(C(=O)O)(F)F.NCCOCCN1N=CC=C1C(=O)NC1=NNC2=CC=C(C=C12)CC1=CC(=CC(=C1)F)F 2-[2-(2-aminoethoxy)ethyl]-N-[5-[(3,5-difluorophenyl)methyl]-1H-indazol-3-yl]pyrazole-3-carboxamide trifluoroacetate